O1C=C(C2=C1C=CC=C2)C[C@H](NC(C(NC=2SC(=CN2)Cl)=O)=O)B(O)O (R)-(2-(benzofuran-3-yl)-1-(2-oxo-2-((5-chlorothiazol-2-yl)amino)acetamido)ethyl)boronic acid